CNC[C@@H]1CCOC2=C(C=CC=C12)C1=CC(=NC=C1)C(F)(F)F (R)-N-methyl-1-[8-[2-(trifluoromethyl)-4-pyridyl]chroman-4-yl]methanamine